C(C)C([C@@H]1[C@H](C[C@@H](O1)N1C(=O)NC(=O)C=C1)O)O 5'-Ethyl-2'-deoxyuridine